rac-(1R,5R,19S)-5-ethyl-3-imino-17,17-dimethyl-16,26-dioxa-2,4,20-triazahexacyclo[20.6.2.22,5.111,15.014,19.025,29]tritriaconta-11(31),12,14,22,24,29-hexaene-21,33-dione C(C)[C@@]12NC(N([C@@H]3CCOC4=CC=C(C(N[C@H]5CC(OC6=C5C=CC(CCCCC1)=C6)(C)C)=O)C=C34)C(C2)=O)=N |r|